6-amino-4-(difluoromethyl)-7-(3-methoxy-2,6-dimethylphenyl)-2-methyl-7H-pyrrolo[2,3-d]pyrimidine-5-carboxamide NC1=C(C2=C(N=C(N=C2C(F)F)C)N1C1=C(C(=CC=C1C)OC)C)C(=O)N